C(C1=CC=CC=C1)SC=1C=C2C=CC(N(C2=CC1)C1=C(C=C(C(=C1)F)Br)OC)=O (P)-6-(benzylsulfanyl)-1-(4-bromo-5-fluoro-2-methoxyphenyl)quinolin-2(1H)-one